N-(5-((5-bromo-2-((5-chloro-2-methoxy-4-(4-(4-methylpiperazin-1-yl)piperidine-1-yl)phenyl)amino)pyrimidin-4-yl)amino)benzo[d][1,3]dioxol-4-yl)-N-methylmethanesulfonamide BrC=1C(=NC(=NC1)NC1=C(C=C(C(=C1)Cl)N1CCC(CC1)N1CCN(CC1)C)OC)NC1=C(C2=C(OCO2)C=C1)N(S(=O)(=O)C)C